3-tert-butylsalicylic acid C(C)(C)(C)C1=C(C(C(=O)O)=CC=C1)O